ClC1=CC=C(OC2=CC(=C(C=C2)C(CN2N=CN=C2)(CCC)O)C(F)(F)F)C=C1 2-[4-(4-Chlorophenoxy)-2-(trifluoromethyl)phenyl]-1-(1H-1,2,4-triazole-1-yl)pentan-2-ol